O1COC2=C1C=CC(=C2)CCC2=NN=C1SCC(=NN12)C1=CC=C(C=C1)[N+](=O)[O-] 3-[2-(1,3-Benzodioxole-5-yl)ethyl]-6-(4-nitrophenyl)-7H-[1,2,4]triazolo[3,4-b][1,3,4]thiadiazine